N-((2-methoxy-4-(4-methylpiperazin-1-yl)phenyl)sulfonyl)-5-(1H-pyrazol-1-yl)quinoline-2-carboxamide COC1=C(C=CC(=C1)N1CCN(CC1)C)S(=O)(=O)NC(=O)C1=NC2=CC=CC(=C2C=C1)N1N=CC=C1